benzyl 4-(3-chloro-2-methylphenyl)-4-[(2-methyl-1-oxoisoquinolin-7-yl) amino]piperidine-1-carboxylate ClC=1C(=C(C=CC1)C1(CCN(CC1)C(=O)OCC1=CC=CC=C1)NC1=CC=C2C=CN(C(C2=C1)=O)C)C